(1r,2r,3s,4r,5s)-1-(2-(2-amino-3-bromoquinolin-7-yl)ethyl)-4-(4-amino-7H-pyrrolo[2,3-d]pyrimidin-7-yl)bicyclo[3.1.0]hexane-2,3-diol NC1=NC2=CC(=CC=C2C=C1Br)CC[C@@]12[C@H]([C@H]([C@@H]([C@H]2C1)N1C=CC2=C1N=CN=C2N)O)O